3-(4-bromobenzoyl)azetidine-1-carboxylic acid tert-butyl ester C(C)(C)(C)OC(=O)N1CC(C1)C(C1=CC=C(C=C1)Br)=O